COC1=CC=C(C=N1)NC(=O)C1=CC2=C(NC(=N2)C2=CC=C(C=C2)N(C)C)C=C1 2-(4-Dimethylamino-phenyl)-1H-benzoimidazole-5-carboxylic acid (6-methoxy-pyridin-3-yl)-amide